C(C)(C)(C)OC(N[C@@H]1CC[C@H](CC1)CCN1CCN(CC1)C1=CC=CC2=C1SC=C2)=O trans-4-[2-[4-(benzo[b]thiophen-7-yl)piperazin-1-yl]ethyl]cyclohexyl-carbamic acid tert-butyl ester